((R)-fluoro(2-(((3S,6S,10aS)-5-oxo-3-((S)-6-(pyridin-3-yl)-4-azaspiro[2.4]heptane-4-carbonyl)decahydropyrrolo[1,2-a]azocin-6-yl)carbamoyl)benzo[b]thiophen-5-yl)methyl)phosphonic acid F[C@@H](C1=CC2=C(SC(=C2)C(N[C@H]2CCCC[C@@H]3N(C2=O)[C@@H](CC3)C(=O)N3C2(CC2)C[C@H](C3)C=3C=NC=CC3)=O)C=C1)P(O)(O)=O